tert-butyl 4-(methylamino)-2-vinyl-7,8-dihydro-5H-pyrido[4,3-d]pyrimidine-6-carboxylate CNC=1C2=C(N=C(N1)C=C)CCN(C2)C(=O)OC(C)(C)C